2-((6-amino-2-(4-iodophenyl)-5-(2-methoxyphenoxy)pyrimidin-4-yl)oxy)ethan-1-ol NC1=C(C(=NC(=N1)C1=CC=C(C=C1)I)OCCO)OC1=C(C=CC=C1)OC